6-methoxy-4-(3-(4-methylpiperazin-1-yl)propyl)-3,4-dihydro-2H-1,4-benzoxazin-3-one COC=1C=CC2=C(N(C(CO2)=O)CCCN2CCN(CC2)C)C1